bis(dimethyl-phenyl)phosphine CC=1C(=C(C=CC1)PC1=C(C(=CC=C1)C)C)C